C1(=CC=CC=C1)C(C1=CC=CC=C1)OP(O)(=O)CNC(C1=CC=CC=C1)(C1=CC=CC=C1)C1=CC=CC=C1 ((Tritylamino)methyl)phosphonic acid diphenylmethyl ester